ClC=1C=C(C=CC1)S(=O)(=O)NCCO 3-chloro-N-(2-hydroxyethyl)benzenesulfonamide